CC1=NC(=C(C#N)C(=C1)C(F)(F)F)N1[C@@H](CCC1)C(=O)N1CCNC2=C(C=CC=C12)C (S)-6-methyl-2-(2-(5-methyl-1,2,3,4-tetrahydroquinoxalin-1-carbonyl)pyrrolidin-1-yl)-4-(trifluoromethyl)nicotinonitrile